ClC1=C2C(=NC(=C1)OC)NN=C2 4-chloro-6-methoxy-1H-pyrazolo[3,4-b]Pyridine